C1(CCC1)C1=CC(=C(C=C1)C1=NC2=CC(=NC=C2C=C1)CNC(OC(C)(C)C)=O)OC tert-butyl ((2-(4-cyclobutyl-2-methoxyphenyl)-1,6-naphthyridin-7-yl)methyl)carbamate